CC(CC(CCOC)OC)C 2-methyl-propyl-1,3-dimethoxypropane